N-(5-(4-Chloro-3-(difluoromethyl)benzoyl)-5,6-dihydro-4H-pyrrolo[3,4-d]thiazol-2-yl)-4-(5-cyano-2-methoxyphenyl)-6-methyl-nicotinamide ClC1=C(C=C(C(=O)N2CC=3N=C(SC3C2)NC(C2=CN=C(C=C2C2=C(C=CC(=C2)C#N)OC)C)=O)C=C1)C(F)F